difluoro-dimethoxydibenzocyclooctyneN FC1=C(C2=C(C#CC(=C(C3=C2C=CC=C3)OC)OC)C=C1)F